NC=1C=CC2=C(N=CN2)N1 5-aminopyridoimidazole